(E)-N-methyl-octadec-9-en-1-amine CNCCCCCCCC\C=C\CCCCCCCC